C(C)(C)(C)OC(=O)N1CCC(CC1)N1N=C(C=2C1=NC(=CN2)C2CC2)NCC2=NC1=C(N2)C=CC=C1.N1=CC(=CC=C1)C=CC(=O)N 3-(pyridin-3-yl)Acrylamide tert-butyl-4-(3-{[(1H-benzimidazol-2-yl)methyl]amino}-6-cyclopropyl-1H-pyrazolo[3,4-b]pyrazin-1-yl)piperidine-1-carboxylate